BrC1=C(C=C2C(=C(C(=NC2=C1F)SC)I)N[C@H]1[C@H]2CN([C@@H]1C2)C(=O)OCCCC)CCC#N butyl (1R,4R,5S)-5-((7-bromo-6-(2-cyanoethyl)-8-fluoro-3-iodo-2-(methylthio)quinolin-4-yl)amino)-2-azabicyclo[2.1.1]hexane-2-carboxylate